FC(C1=CC=C(C=N1)CNC1CC1)(F)F N-(6-(trifluoromethyl)pyridin-3-ylmethyl)cyclopropanamine